(R)-N4-(2-(5-fluoropyridin-3-yl)-4-methylthiazol-5-yl)-2-methyl-N1-((S)-11-oxo-2,3,10,11-tetrahydro-1H,5H-benzo[d]pyrazolo[1,2-a][1,2]diazepin-10-yl)succinamide FC=1C=C(C=NC1)C=1SC(=C(N1)C)NC(C[C@H](C(=O)N[C@H]1C2=C(CN3N(C1=O)CCC3)C=CC=C2)C)=O